C(C)N1N=C(C=C1OC1=CC(=C(C=C1C)N=CN(C)CC)C)C(F)(F)F N'-[4-(1-ethyl-3-trifluoromethyl-1H-pyrazol-5-oxy)-2,5-dimethylphenyl]-N-ethyl-N-methylformamidine